tert-Butyl (2S,5R)-5-methyl-2-[4-(4-methylpiperazin-1-yl)phenyl]-4-[1-(trifluoromethyl) cyclopropanecarbonyl]piperazine-1-carboxylate C[C@H]1N(C[C@@H](N(C1)C(=O)OC(C)(C)C)C1=CC=C(C=C1)N1CCN(CC1)C)C(=O)C1(CC1)C(F)(F)F